2-chloro-5-(4-fluorophenyl)-3-(1-methyl-1H-pyrazol-3-yl)pyridine ClC1=NC=C(C=C1C1=NN(C=C1)C)C1=CC=C(C=C1)F